1-(2-fluoro-6-(methylamino)pyridin-3-yl)ethan-1-one FC1=NC(=CC=C1C(C)=O)NC